3-(4-(benzyloxy)-6-chloro-1-oxoisoindolin-2-yl)piperidine-2,6-dione C(C1=CC=CC=C1)OC1=C2CN(C(C2=CC(=C1)Cl)=O)C1C(NC(CC1)=O)=O